(4-(7-methoxy-1,9-dimethyl-9H-pyrido[3,4-b]indol-6-yl)phenyl)tetrahydro-2H-pyran-4-formamide COC1=C(C=C2C3=C(N(C2=C1)C)C(=NC=C3)C)C3=CC=C(C=C3)C3OCCC(C3)C(=O)N